5-[4-(5-Cyano-pent-1-ynyl)-phenyl]-1-(2,4-dichloro-phenyl)-4-hydroxymethyl-1H-pyrazole-3-carboxylic acid piperidin-1-ylamide N1(CCCCC1)NC(=O)C1=NN(C(=C1CO)C1=CC=C(C=C1)C#CCCCC#N)C1=C(C=C(C=C1)Cl)Cl